FC1=C(C=CC=C1)[C@]12[C@H](CC(CC1)C2)N(C([O-])=O)C(CC)OC 1-(2-fluorophenyl)-(S)-1-methoxypropyl-(S)-2-bicyclo[2.2.1]heptanylcarbamate